BrC=1C=C(C=C2OC3=C(C2=O)C=CC(=C3)O)C=CC1 2-(3-bromobenzylidene)-6-hydroxybenzofuran-3(2H)-one